BrC=1C=C(OC2CN(C2)C(=O)N2C[C@@H]3[C@@H](OCC(N3)=O)CC2)C=CC1Cl (4aR,8aS)-6-[3-(3-bromo-4-chloro-phenoxy)azetidine-1-carbonyl]-4,4a,5,7,8,8a-hexahydropyrido[4,3-b][1,4]oxazin-3-one